N-methyl-4-[2-methyl-5-[(3S)-3-(2,2,2-trifluoroethyl)pyrrolidine-1-carbonylamino]phenyl]-6-(morpholin-4-yl)pyridine-2-carboxamide CNC(=O)C1=NC(=CC(=C1)C1=C(C=CC(=C1)NC(=O)N1C[C@@H](CC1)CC(F)(F)F)C)N1CCOCC1